2-(4,5-dihydroimidazolyl)propane N1C(=NCC1)C(C)C